CN1C(C2=C(C(=C1)C(=C)C1=CC=CC=C1)SC=C2)=O 5-methyl-7-(1-phenylvinyl)thieno[3,2-c]pyridin-4(5H)-one